8-cyclopropyl-7-(1-naphthylmethyl)-5-oxo-2,3-dihydro-5H-[1,3]thiazolo[3,2-a]pyridine-3-carboxylic acid, lithium salt [Li+].C1(CC1)C1=C2N(C(C=C1CC1=CC=CC3=CC=CC=C13)=O)C(CS2)C(=O)[O-]